6-((5-fluoropyridin-2-yl)amino)-N-methoxy-4-((2-(N-methyl-methanesulfonamido)-3-(trifluoromethyl)phenyl)amino)nicotinamide FC=1C=CC(=NC1)NC1=NC=C(C(=O)NOC)C(=C1)NC1=C(C(=CC=C1)C(F)(F)F)N(S(=O)(=O)C)C